C(C)(C)(C)OC(=O)N1C[C@](CC1)(C)CO (R)-3-(hydroxymethyl)-3-methylpyrrolidine-1-carboxylic acid tert-butyl ester